8-(1-fluoro-2-bromoethyl)-2-trifluoromethyl-2H-benzopyran-3-carboxylic acid methyl ester COC(=O)C=1C(OC2=C(C1)C=CC=C2C(CBr)F)C(F)(F)F